(S)-N1-(1-(2-(2-Adamantylamino)-2-oxoethyl)-2-oxo-1,2-dihydropyridin-3-yl)-N6-methyl-2-(3-methyl-1H-indol-2-carboxamido)-5-oxohexandiamid C12C(C3CC(CC(C1)C3)C2)NC(CN2C(C(=CC=C2)NC([C@H](CCC(C(=O)NC)=O)NC(=O)C=2NC3=CC=CC=C3C2C)=O)=O)=O